6-bromo-1H-indole-2-carboxylic acid BrC1=CC=C2C=C(NC2=C1)C(=O)O